C(N)(=O)C1=CC2=C(N(/C(/S2)=N/C(=O)C2=C(N=C(O2)C)CC)C/C=C/CNC2=NC=C(C(=O)O)C=C2[N+](=O)[O-])C(=C1)OCCCO 6-(((E)-4-((Z)-6-carbamoyl-2-((4-ethyl-2-methyloxazole-5-carbonyl)imino)-4-(3-hydroxypropoxy)benzo[d]thiazol-3(2H)-yl)but-2-en-1-yl)amino)-5-nitronicotinic acid